CC1=CC=NC=2N=CN=CC21 5-methylpyrido[2,3-d]pyrimidine